chloro-1-cyclohexyl-1-pentyne ClC(C#CC1CCCCC1)CC